OC12C(CN(CC1)C(=O)OC(C)(C)C)C(=NO2)C(F)(F)F tert-butyl 7a-hydroxy-3-(trifluoromethyl)-3a,4,6,7-tetrahydroisoxazolo[4,5-c]pyridine-5-carboxylate